C(CCCCCCC(C)C)C(C(=O)N)=C iso-decyl-acrylamide